1,5-Bis(N-methylpyrrolidinyl)N-pentylammonium bromide [Br-].CN1C(CCC1)C(CCCCC1N(CCC1)C)[NH3+]